CC([C@@H](C(=O)OC)NC=1C=NC(=CC1)C)(C)C methyl (2S)-3,3-dimethyl-2-[(6-methyl-3-pyridyl)amino]butanoate